CSCC1CN(C1)C(=O)OC(C)(C)C tert-Butyl 3-((methylthio)methyl)azetidine-1-carboxylate